ClC1=CC=C(C=C1)C[C@H]1[C@]([C@@](CC1)(C(=O)OC)C)(CN1N=CN=C1)O methyl (1R,2S,3S)-3-[(4-chlorophenyl)methyl]-2-hydroxy-1-methyl-2-(1H-1,2,4-triazol-1-ylmethyl)cyclopentanecarboxylate